N-(2-Thiophen-2-yl-imidazo[1,2-a]pyridin-7-yl)-methyl-amine S1C(=CC=C1)C=1N=C2N(C=CC(=C2)NC)C1